BrC1=C(C=CC2=C1OC(OC2=O)(C)C)O 8-Bromo-7-hydroxy-2,2-dimethyl-4H-benzo[d][1,3]dioxin-4-one